C1(CC1)S(=O)(=O)N1C[C@H]([C@@H](CC1)NC1=NN2C(C=N1)=C(C=C2N2CCCC2)F)O (3R,4R)-1-(cyclopropylsulfonyl)-4-((5-fluoro-7-(pyrrolidin-1-yl)pyrrolo[2,1-f][1,2,4]triazin-2-yl)amino)piperidin-3-ol